5-methyltetrahydrothiophen-2-one CC1CCC(S1)=O